5-(4-(2-(piperidine-1-yl)ethoxy)benzyl)-5H-pyrido[4,3-b]indole N1(CCCCC1)CCOC1=CC=C(CN2C3=C(C=4C=CC=CC24)C=NC=C3)C=C1